2-(5-bromo-3-nitropyridin-2-yl)oxyacetic acid ethyl ester C(C)OC(COC1=NC=C(C=C1[N+](=O)[O-])Br)=O